tert-Butyl (3-(2-(1-ethyl-2,2,4-trimethyl-1,2,3,4-tetrahydroquinolin-7-yl)propan-2-yl)phenyl)carbamate C(C)N1C(CC(C2=CC=C(C=C12)C(C)(C)C=1C=C(C=CC1)NC(OC(C)(C)C)=O)C)(C)C